ClC1=CC=C(C(=N1)C#CC(C)C)N 6-chloro-2-(3-methyl-but-1-yn-1-yl)pyridin-3-amine